NC=1C=C(C=CC1O)C(C(C)C)(C)C1=CC(=C(C=C1)O)N 2,2-bis(3-amino-4-hydroxyphenyl)-dimethylpropane